FC1=NC=CC=C1B1OC(C(O1)(C)C)(C)C 2-fluoro-3-(4,4,5,5-tetramethyl-1,3,2-dioxaborolan-2-yl)pyridine